C(C)(C)(C)OC(=O)N1CCCC(=CC1)B1OC(C(O1)(C)C)(C)C.CC1=CCC(CC1)C(=C)C 1-methyl-4-(1-methylethenyl)cyclohexene tert-butyl-5-(4,4,5,5-tetramethyl-1,3,2-dioxaborolan-2-yl)-2,3,4,7-tetrahydroazepine-1-carboxylate